C12(CC3CC(CC(C1)C3)C2)NC(=O)NCCCCCCC(=O)O 7-{[(tricyclo[3.3.1.13,7]dec-1-ylamino)carbonyl]amino}heptanoic acid